Rac-(3S,4S)-1-((benzyloxy)carbonyl)-4-((tert-butoxycarbonyl)amino)piperidine-3-carboxylic Acid C(C1=CC=CC=C1)OC(=O)N1C[C@@H]([C@H](CC1)NC(=O)OC(C)(C)C)C(=O)O |r|